6-[4-methoxy-3-(4-nitrobenzoyloxy)phenyl]-1-(3,4,5-trimethoxyphenyl)-2,3-dihydro-1H-imidazo[4,5-c]pyridin-2-one COC1=C(C=C(C=C1)C1=CC2=C(C=N1)NC(N2C2=CC(=C(C(=C2)OC)OC)OC)=O)OC(C2=CC=C(C=C2)[N+](=O)[O-])=O